BrC=1C=C2C(=NN=C(C2=CC1)NCC1=C(C=C(C=C1)OC)OC)C 6-bromo-N-[(2,4-dimethoxyphenyl)methyl]-4-methylphthalazin-1-amine